COC(C(CI)NC(=O)OC(C)(C)C)=O.C(C)OC1=CC(=C(C=C1)C1=CN=CC(=N1)C(=O)N/N=C/C1=CC(=CC(=C1)OCCC)OC)OC (E)-6-(4-ethoxy-2-methoxyphenyl)-N'-(3-methoxy-5-propoxybenzylidene)pyrazine-2-carbohydrazide methyl-2-[(tert-butoxycarbonyl)amino]-3-iodopropanoate